ethan-1-aminium bromide [Br-].C(C)[NH3+]